7-bromo-2-(1,2,5,6-tetrahydropyridin-3-yl)quinoxaline BrC1=CC=C2N=CC(=NC2=C1)C=1CNCCC1